NC(CCOCCC(=O)N1CCN(CC1)C(=O)C1=C(C=C(C=C1)NC(=O)C=1N(C(=CN1)C1=C(C(=C(C=C1)OC)F)F)C)Cl)=O N-(4-(4-(3-(3-amino-3-oxopropoxy)propionyl)piperazine-1-carbonyl)-3-chlorophenyl)-5-(2,3-difluoro-4-methoxyphenyl)-1-methyl-1H-imidazole-2-carboxamide